N,N-dimethyl-6-vinylquinazolin-4-amine CN(C1=NC=NC2=CC=C(C=C12)C=C)C